HEXABENZOCORONENE C12=C(C3=C4C(=C5C6=C(C7=C8C(=C9C%10=C(C%11=C%12C(=C1C1=C%11C9=C7C5=C31)C=CC=C%12)C=CC=C%10)C=CC=C8)C=CC=C6)C=CC=C4)C=CC=C2